[Cl-].[Cl-].C[Hf](C1C=C(C2=CC(=CC=C12)C)C)(C1C=CC=C1)C.[Hf+2] hafnium dimethylcyclopentadienyl-(3,5-dimethylindenyl)hafnium dichloride